C(C)(C)(C)OC(=O)N1C=CC2=C(C(=CC(=C12)C)C1C(C1)(F)F)CO[Si](C)(C)C(C)(C)C 4-(((tert-Butyldimethylsilyl)oxy)methyl)-5-(2,2-difluorocyclopropyl)-7-methyl-1H-indole-1-carboxylic acid tert-butyl ester